CC1=CC=C(C=C1)S(=O)(=O)N[C@H](C2=CC=CC=C2)[C@@H](C3=CC=CC=C3)N (1R,2R)-(-)-N-(4-toluenesulfonyl)-1,2-diphenylethylenediamine